C(=O)O.ClC1=CC=2C3=C(C=NC2C=C1)N=C(N3[C@H]3C[C@H](OCC3)C)CC=3SC=CN3 8-chloro-1-[(2R,4R)-2-methyltetrahydro-2H-pyran-4-yl]-2-(1,3-thiazol-2-ylmethyl)-1H-imidazo[4,5-c]quinoline, formate salt